ClC=1C=C(C=CC1)C1(CN(C1)C=1C=2N(C=CC1)N=C(N2)NC=2C=NN(C2)CC(=O)N2CCC(CC2)N2CCN(CC2)C)CC#N 2-[3-(3-chlorophenyl)-1-[2-[[1-[2-[4-(4-methylpiperazin-1-yl)-1-piperidyl]-2-oxo-ethyl]pyrazol-4-yl]amino]-[1,2,4]triazolo[1,5-a]pyridin-8-yl]azetidin-3-yl]acetonitrile